Nonacosan CCCCCCCCCCCCCCCCCCCCCCCCCCCCC